[4-amino-1-(trifluoromethyl)cyclohexyl]-2-methylpropane-2-sulfinamide NC1CCC(CC1)(C(F)(F)F)CC(C)(S(=O)N)C